BrC=1C=C(CC2=NNC(C3=CC=CC=C23)=O)C=CC1F 4-(3-bromo-4-fluorobenzyl)phthalazine-1(2H)-one